3-(piperazin-2-yl)imidazo[1,2-a]pyridine N1C(CNCC1)C1=CN=C2N1C=CC=C2